2-(2,6-dioxopiperidin-3-yl)-5-(3-(3-(5-((1r,3r)-3-((5-(5-methyl-5H-pyrido[4,3-b]indol-7-yl)pyridin-2-yl)oxy)cyclobutoxy)pyridin-2-yl)propoxy)azetidin-1-yl)isoindoline-1,3-dione O=C1NC(CCC1N1C(C2=CC=C(C=C2C1=O)N1CC(C1)OCCCC1=NC=C(C=C1)OC1CC(C1)OC1=NC=C(C=C1)C=1C=CC=2C3=C(N(C2C1)C)C=CN=C3)=O)=O